1-(4-{[5-fluoro-4-(1-methylpyrazol-4-yl)pyrimidin-2-yl]amino}phenyl)-3-(4-methylphenyl)urea FC=1C(=NC(=NC1)NC1=CC=C(C=C1)NC(=O)NC1=CC=C(C=C1)C)C=1C=NN(C1)C